(3S,4S)-3,4-diaminopyrrolidine-1-carboxylic acid tert-butyl ester C(C)(C)(C)OC(=O)N1C[C@@H]([C@H](C1)N)N